CC(=C)C(=O)OCC(C(C(F)(F)F)F)(F)F hexafluorobutyl methacrylate